ClC=1C=C(NC2(CCC3(C(=CC4=C(C=CC=C34)F)C[C@H](COCC3=CC=C(C=C3)OC)C)CC2)C(=O)OC)C=CC1 methyl 4-(3-chloroanilino)-4'-fluoro-2'-{(2R)-3-[(4-methoxyphenyl)methoxy]-2-methylpropyl}spiro[cyclohexane-1,1'-indene]-4-carboxylate